ClC1=NC(=NC=C1C(F)(F)F)NC1=C(C=C(C=C1)N1[C@H]2CN([C@@H](C1)C2)C(=O)OC(C)(C)C)CC tert-butyl (1R,4R)-5-(4-((4-chloro-5-(trifluoromethyl)pyrimidin-2-yl)amino)-3-ethylphenyl)-2,5-diazabicyclo[2.2.1]heptane-2-carboxylate